C1(=CC=C(C=C1)CN1N=C2C=CC(=CC2=C1)C(=O)O)C1=CC=CC=C1 2-Biphenyl-4-ylmethyl-2H-indazole-5-carboxylic acid